(Z)-4-aminobut-2-en-1-ol NC\C=C/CO